N1-(5-((1R,5S)-1-(2,5-difluorophenyl)-2-azabicyclo[3.1.0]hexan-2-yl)pyrazolo[1,5-a]pyrimidin-3-yl)-N2,N2-dimethyloxalamide FC1=C(C=C(C=C1)F)[C@@]12N(CC[C@H]2C1)C1=NC=2N(C=C1)N=CC2NC(C(=O)N(C)C)=O